C[Si](C#CC1=CC2=C(N=C(S2)N2C([C@H]3[C@H]4C=C[C@@H]([C@H]3C2=O)C4)=O)C=C1)(C)C (1R,2S,6R,7S)-4-[6-(2-trimethylsilylethynyl)-1,3-benzothiazol-2-yl]-4-azatricyclo[5.2.1.02,6]dec-8-ene-3,5-dione